4-(4-(4,4,5,5-Tetramethyl-1,3,2-dioxaborolan-2-yl)benzyl)morpholine CC1(OB(OC1(C)C)C1=CC=C(CN2CCOCC2)C=C1)C